methyl 5-chloro-[1,6]naphthyridine-7-carboxylate ClC1=C2C=CC=NC2=CC(=N1)C(=O)OC